FC1=C(C=CC=C1)N1N=C(C(C=C1C)=O)C(=O)NC1CCC2=C(NC1=O)C=CC=C2 1-(2-fluorophenyl)-6-methyl-4-oxo-N-(2-oxo-2,3,4,5-tetrahydro-1H-benzo[b]-azepin-3-yl)-1,4-dihydropyridazine-3-carboxamide